FC1=CC=C(C(=C1C(C#N)(C)C)C)C 2-(6-fluoro-2,3-dimethylphenyl)-2-methylpropanenitrile